Cl.COC1=CC=C(CNN)C=C1 (4-methoxybenzyl)hydrazine, hydrochloride